C(#N)C1=C(N=NC=C1)O[C@@H]1C[C@@H](CC1)C1=CC(=NN1)NC(=O)C1=CC(=NN1C)COC |o1:9,11| rel-N-(5-((1R,3S)-3-((4-cyanopyridazin-3-yl)oxy)cyclopentyl)-1H-pyrazol-3-yl)-3-(methoxymethyl)-1-methyl-1H-pyrazole-5-carboxamide